C(CCC)C1=CC(OC2=C(C(=CC=C12)O)C(=O)O)=O 4-butyl-7-hydroxy-2-oxo-2H-chromen-8-carboxylic acid